2-Hydroxymorpholine-5-carboxylic acid allyl ester C(C=C)OC(=O)C1COC(CN1)O